2-(6-(((1R,2S,3S,5S)-2-fluoro-1,5,8-trimethyl-8-azabicyclo[3.2.1]octan-3-yl)oxy)pyridazin-3-yl)-5-(1H-imidazol-1-yl)phenol F[C@H]1[C@]2(CC[C@@](C[C@@H]1OC1=CC=C(N=N1)C1=C(C=C(C=C1)N1C=NC=C1)O)(N2C)C)C